C1(CC1)C(C(F)(F)F)NC(=O)C1=CC2=C(C=N1)CN(C2)C2=NOC(C2)(C(F)(F)F)C2=CC(=C(C(=C2)Cl)F)Cl N-(1-cyclopropyl-2,2,2-trifluoroethyl)-2-(5-(3,5-dichloro-4-fluorophenyl)-5-(trifluoromethyl)-4,5-dihydroisoxazol-3-yl)-2,3-dihydro-1H-pyrrolo[3,4-c]pyridine-6-carboxamide